FC1(C(OC=2C(=CC3=C(NC=N3)C2)O1)(F)F)F 6,6,7,7-tetrafluoro-6,7-dihydro-1H-[1,4]dioxino[2,3-f]benzimidazole